CC(COS(=O)(=O)CCN1N=CC(=CC1=O)C=1N=NC=CC1)(C)C 2-(6-oxo-4-pyridazin-3-yl-pyridazin-1-yl)ethanesulfonic acid 2,2-dimethylpropyl ester